(S)-3-(5-(4-((1-(4-((1R,2R)-6-Hydroxy-2-isopropyl-1,2,3,4-tetrahydronaphthalen-1-yl)phenyl)piperidin-4-yl)methyl)piperazin-1-yl)-1-oxoisoindolin-2-yl)piperidine-2,6-dione OC=1C=C2CC[C@@H]([C@@H](C2=CC1)C1=CC=C(C=C1)N1CCC(CC1)CN1CCN(CC1)C=1C=C2CN(C(C2=CC1)=O)[C@@H]1C(NC(CC1)=O)=O)C(C)C